N-((S)-1-(3-(3-chloro-4-cyanophenyl)-1H-pyrazol-1-yl)propan-2-yl)-5-((R)-1-hydroxyethyl)-1H-pyrazole-3-carboxamide ClC=1C=C(C=CC1C#N)C1=NN(C=C1)C[C@H](C)NC(=O)C1=NNC(=C1)[C@@H](C)O